bis(furfurylthio)-(p-tolyl) phosphite P(OC1=C(C(=C(C=C1)C)SCC1=CC=CO1)SCC1=CC=CO1)([O-])[O-]